2-(1-(2-methoxy-2-oxoethyl)-3-oxo-5-(4,4,5,5-tetramethyl-1,3,2-dioxaborolan-2-yl)isoindolin-2-yl)acetic acid tert-butyl ester C(C)(C)(C)OC(CN1C(C2=CC=C(C=C2C1=O)B1OC(C(O1)(C)C)(C)C)CC(=O)OC)=O